FC=1C(=NC(=NC1)NC1CCN(CC1)S(=O)(=O)C)C1=C(N=C(S1)C1CN(C1)C)C(F)(F)F 5-fluoro-4-[2-(1-methylazetidin-3-yl)-4-(trifluoromethyl)thiazol-5-yl]-N-(1-methylsulfonyl-4-piperidyl)pyrimidin-2-amine